OC(C)(C)O 2-hydroxypropan-2-ol